1,13-Di-Bromotridecan BrCCCCCCCCCCCCCBr